C12CNCC(CC1)N2C=2SC1=C(N2)C=CC(=C1OC)C(=O)NC1CCCC1 2-(3,8-diazabicyclo[3.2.1]oct-8-yl)-N-cyclopentyl-7-methoxybenzo[d]thiazole-6-carboxamide